C1(=CC(=C(C=C1)C(=O)O)C(=O)O)C=1C(=CC=CC1)C(=O)O 3,4,2'-biphenyltricarboxylic acid